2,4,6-tris[N,N-bis(hydroxymethyl)amino]-1,3,5-triazine OCN(CO)C1=NC(=NC(=N1)N(CO)CO)N(CO)CO